(S)-2-(5-(2,5-dioxo-2,5-dihydro-1H-pyrrol-1-yl)pentanamido)-N1,N5-bis(prop-2-yn-1-yl)glutaramide O=C1N(C(C=C1)=O)CCCCC(=O)N[C@H](C(=O)NCC#C)CCC(=O)NCC#C